ClC=1C(=NC(=NC1)NC1=C(C=C2CCN(CC2=C1)C)OC)N1CC(C2=CC(=CC=C12)F)(C(=O)O)C 1-(5-Chloro-2-((6-methoxy-2-methyl-1,2,3,4-tetrahydroisoquinolin-7-yl)amino)pyrimidin-4-yl)-5-fluoro-3-methylindoline-3-carboxylic acid